1,6-bis(p-toluenesulfonyl)hexane CC1=CC=C(C=C1)S(=O)(=O)CCCCCCS(=O)(=O)C1=CC=C(C)C=C1